C(CCCCCCCCCCC)N1C=[N+](C=C1)CC 1-(1-dodecyl)-3-ethylimidazolium